[Ni].[Cr].[C] carbon chromium-nickel